[Cl-].C(CCC)N1C(N(C=C1)C)C 1-butyl-2,3-dimethylimidazole Chloride